N1C(NC(CC1=O)=O)=O pyrimidin-2,4,6(1H,3H,5H)-trione